CC1=NNC2=CC=CC(=C12)C1=NC=CC(=N1)NC1=NC(=NC=C1)NC1=CC=C(C=C1)N1CCOCC1 N4-(2-(3-methyl-1H-indazol-4-yl)pyrimidin-4-yl)-N2-(4-morpholinylphenyl)pyrimidine-2,4-diamine